BrC1=C(C=C(C=C1)C)C 4-bromo-1,3-dimethylbenzene